C[C@@H]1O[C@@H](CN(C1)C1=CC=CC(=N1)C1CC(C1)C1=CC(=NC=C1)CNC(OC(C)(C)C)=O)C tert-butyl ((4-((1R,3r)-3-(6-((2S,6R)-2,6-dimethylmorpholino)pyridin-2-yl)cyclobutyl)pyridin-2-yl)methyl)carbamate